5-(4-Cyanophenyl)-2-(4,4-difluoroazepan-1-yl)-4-methyl-N-(3-(S-methylsulfonimidoyl)phenyl)nicotinamide C(#N)C1=CC=C(C=C1)C=1C=NC(=C(C(=O)NC2=CC(=CC=C2)S(=O)(=N)C)C1C)N1CCC(CCC1)(F)F